ClC1=CC(=C2C(=N1)C(=CN2)[N+](=O)[O-])C 5-chloro-7-methyl-3-nitro-1H-pyrrolo[3,2-b]pyridine